5-(3-(1-(tert-butyl)-1H-pyrazol-4-yl)-2-fluoro-6-hydroxyphenyl)-1,2,5-thiadiazolidin-3-one 1,1-dioxide C(C)(C)(C)N1N=CC(=C1)C=1C(=C(C(=CC1)O)N1CC(NS1(=O)=O)=O)F